C1(CC1)NNC(C=C)=O N'-cyclopropylacrylhydrazide